ClC=1C=NN(C1)CC(=O)OC(C)(C)C tert-butyl 2-(4-chloro-1H-pyrazol-1-yl)acetate